amino-deoxyguanosine N[C@@]1(C[C@H](O)[C@@H](CO)O1)N1C=NC=2C(=O)NC(N)=NC12